3-azido-1-(5-bromo-2-(prop-1-yn-1-yl)phenyl)propan-1-ol (4-(tert-butoxycarbonylamino)phenyl)terephthalate C(C)(C)(C)OC(=O)NC1=CC=C(C=C1)C1=C(C(=O)O)C=CC(=C1)C(=O)O.N(=[N+]=[N-])CCC(O)C1=C(C=CC(=C1)Br)C#CC